C(CO)(=O)O.C1(=CC(O)=CC(O)=C1)C=CC1=CC=C(O)C=C1 Resveratrol Glycolate